3-nitro-1,2,4-triazol copper [Cu].[N+](=O)([O-])C1=NNC=N1